2-{3-[(3r,5s)-3,5-dimethylpiperazin-1-yl]-1,2,4-triazin-6-yl}-5-(2-methyl-[1,2,4]triazolo[1,5-b]pyridazin-6-yl)phenol C[C@@H]1CN(C[C@@H](N1)C)C=1N=NC(=CN1)C1=C(C=C(C=C1)C=1C=CC=2N(N1)N=C(N2)C)O